Cl.C1(CCC1)CN1CCC2(C(CC2)N(C(=O)C2=COC=C2)C2=CC=CC=C2)CC1 N-(7-(cyclobutylmethyl)-7-azaspiro[3.5]nonan-3-yl)-N-phenylfuran-3-carboxamide hydrochloride